cis-3-methyl-N-(5-methyl-4-(pyrrolo[1,2-a]pyrazin-3-yl)pyridin-2-yl)-6-azabicyclo[3.1.1]heptane-6-carboxamide CC1CC2N(C(C1)C2)C(=O)NC2=NC=C(C(=C2)C=2N=CC=1N(C2)C=CC1)C